C(C)N1C2=C(OCC1=O)C=C(C=C2)C(=O)O 4-ethyl-3-oxo-3,4-dihydro-2H-benzo[b][1,4]oxazine-7-carboxylic acid